3,3-Difluorocyclobutylmethylammonia FC1(CC(C1)CN)F